2-Chloro-N-ethyl-N-(2-hydroxyethyl)-5-(4,4,5,5-tetramethyl-1,3,2-dioxaborolan-2-yl)benzamide ClC1=C(C(=O)N(CCO)CC)C=C(C=C1)B1OC(C(O1)(C)C)(C)C